O=C1NCC2N(C1)C(CC2)=O 3,6-Dioxohexahydropyrrolo[1,2-a]pyrazine